1,1':4',1''-terphenyl-4-amine C1(=CC=C(C=C1)N)C1=CC=C(C=C1)C1=CC=CC=C1